CC1C(=O)OCCCC1 e-methyl-caprolactone